4-[4-[2-(2-formylphenyl)ethynyl]phenyl]-1-hydroxy-N,N-dimethylnaphthalene-2-carboxamide C(=O)C1=C(C=CC=C1)C#CC1=CC=C(C=C1)C1=CC(=C(C2=CC=CC=C12)O)C(=O)N(C)C